N-(5-(6-fluoroimidazo[1,2-a]pyrimidin-2-yl)-2-methylphenyl)-2-phenylbutyramide FC=1C=NC=2N(C1)C=C(N2)C=2C=CC(=C(C2)NC(C(CC)C2=CC=CC=C2)=O)C